CN1C=NC=2N=CN(C(C12)=O)CC(=O)NN 2-(7-methyl-6-oxo-6,7-dihydro-1H-purin-1-yl)acethydrazide